N=1ON=C2C1C=CC(=C2)CC[C@@]2(CN(CC2)C(C)(C)C2=NC=CC=C2)C(=O)NC2(CC2)C(F)(F)F (R)-3-(2-(benzo[c][1,2,5]oxadiazol-5-yl)ethyl)-1-(2-(pyridin-2-yl)propan-2-yl)-N-(1-(trifluoromethyl)cyclopropyl)pyrrolidine-3-carboxamide